ethyl (1s,4s)-4-[5-formyl-2-[[3-(trifluoromethyl)benzoyl]amino]benzimidazol-1-yl]cyclohexanecarboxylate C(=O)C1=CC2=C(N(C(=N2)NC(C2=CC(=CC=C2)C(F)(F)F)=O)C2CCC(CC2)C(=O)OCC)C=C1